ClC=1C=C(C=CC1F)NC(N(CC=1C2=C(NN1)OCCC2)C2=NNC=C2)=O (3-Chloro-4-fluorophenyl)-1-(1H-pyrazol-3-yl)-1-((1,4,5,6-tetrahydropyrano[2,3-c]pyrazol-3-yl)methyl)urea